C1=CC=CC=2NCC3=CC=CC=C3C12 5,6-dihydrophenanthridine